FC=1C=C(C=C(C1F)F)C=1C=C2C(=NC1)C=NN2 6-(3,4,5-Trifluorophenyl)pyrazolo[4,3-b]pyridin